N-(8-fluoro-2-methyl-imidazo[1,2-a]pyridin-6-yl)-2-methyl-4-[(2S,4S)-2-methyl-4-(methylamino)-pyrrolidin-1-yl]indazole-7-carboxamide FC=1C=2N(C=C(C1)NC(=O)C1=CC=C(C3=CN(N=C13)C)N1[C@H](C[C@@H](C1)NC)C)C=C(N2)C